BrC1=CC(=C2C=C(N=CC2=C1)N)C1=C(C=CC=C1C)F 7-bromo-5-(2-fluoro-6-methyl-phenyl)isoquinolin-3-amine